1-(2-methylphenyl)-ethane-1,2-dione CC1=C(C=CC=C1)C(C=O)=O